rac-4-bromo-1-(2-methyl-1-((tetrahydro-2H-pyran-2-yl)oxy)propan-2-yl)-1H-pyrazole BrC=1C=NN(C1)C(CO[C@H]1OCCCC1)(C)C |r|